2-(4-(difluoromethoxy)benzyl)-1-isopropyl-1H-benzo[d]imidazol-6-amine FC(OC1=CC=C(CC2=NC3=C(N2C(C)C)C=C(C=C3)N)C=C1)F